isoamylmethyl ether C(CC(C)C)OC